C1=C(C(=CC(=C1Br)Br)Br)OC2=C(C(=C(C(=C2Br)Br)Br)Br)Br 2,2',3,4,4',5,5',6-octabromodiphenyl ether